2'-METHOXYFLAVONE COC1=C(C=2OC3=CC=CC=C3C(C2)=O)C=CC=C1